monotriphenylphosphine silver (I) monoiodide [Ag]I.C1(=CC=CC=C1)P(C1=CC=CC=C1)C1=CC=CC=C1